C(C)OC(C(CC(C)=O)(C(F)(F)F)O)=O 2-Hydroxy-4-oxo-2-(trifluoromethyl)pentanoic acid ethyl ester